C(C)(C)(C)P(C(C)(C)C)C(C)(C)C tris(t-butyl)-phosphine